2-[4-(4-chlorophenyl)-5-{2-[(methylamino)methyl]pyridin-4-yl}-1H-imidazol-1-yl]-1-(piperazin-1-yl)ethan ClC1=CC=C(C=C1)C=1N=CN(C1C1=CC(=NC=C1)CNC)CCN1CCNCC1